COC(=O)[C@@H]1N(CCCC1)C(=O)OC(C)(C)C |r| (rac)-piperidine-1,2-dicarboxylic acid 1-tert-butyl 2-methyl ester